FC1=C(C=C(C=C1)NC(C=C)=O)NC1=NC(=NC=C1C=1C=NC=C(C1)OC)NC=1C=NN(C1)C N-(4-fluoro-3-((5-(5-methoxypyridin-3-yl)-2-((1-methyl-1H-pyrazol-4-yl)amino)pyrimidin-4-yl)amino)phenyl)acrylamide